C1(CC1)NC(=O)[C@H]1N(C[C@@H](C1)O)C([C@H](C(C)(C)C)N1N=NC(=C1)C1CC1)=O (2S,4r)-N-cyclopropyl-1-((S)-2-(4-cyclopropyl-1H-1,2,3-triazol-1-yl)-3,3-dimethylbutyryl)-4-hydroxypyrrolidine-2-carboxamide